FC1=CC=C(CNC(=O)NC2=CC=C(C=C2)C2CN(C(O2)=O)C)C=C1 1-(4-fluoro-benzyl)-3-(4-(3-methyl-2-oxooxazolidin-5-yl)phenyl)urea